(3S)-3-{[2-(thiophen-3-yl)[1,2,4]triazolo[1,5-c]quinazolin-5-yl]amino}azepan-2-one S1C=C(C=C1)C1=NN2C(=NC=3C=CC=CC3C2=N1)N[C@@H]1C(NCCCC1)=O